tert-butyl (1R,2S,3S,5S)-2-fluoro-3-((3-(7-methoxy-2-methyl-1-oxo-1,2-dihydroisoquinolin-6-yl)-1,2,4-triazin-6-yl)(methyl)amino)-8-azabicyclo[3.2.1]octane-8-carboxylate F[C@@H]1[C@H]2CC[C@@H](C[C@@H]1N(C)C1=CN=C(N=N1)C=1C=C3C=CN(C(C3=CC1OC)=O)C)N2C(=O)OC(C)(C)C